Cl.CNC1CC=2C(=CSC2)C1 N-methyl-5,6-dihydro-4H-cyclopenta[c]thiophen-5-amine hydrochloride